6-chloro-1-(2-ethoxyethyl)-1H-pyrazolo[3,4-b]Pyrazine ClC1=CN=C2C(=N1)N(N=C2)CCOCC